1-(4-fluoro-2-methylphenyl)-3-(6-methoxy-5-methylpyridin-3-yl)-7-(trifluoromethyl)-2,3-dihydroquinazolin-4(1H)-one FC1=CC(=C(C=C1)N1CN(C(C2=CC=C(C=C12)C(F)(F)F)=O)C=1C=NC(=C(C1)C)OC)C